(2-(4-methylpiperazin-1-yl)ethyl)-5-phenyl-2-(4-(trifluoromethyl)phenyl)Azole-4-carboxamide CN1CCN(CC1)CCC1=C(NC(=C1C(=O)N)C1=CC=CC=C1)C1=CC=C(C=C1)C(F)(F)F